C(CCCCCCC)S(=O)(=O)[O-] n-Octansulfonat